SCCCCCCCCCCC 11-mercaptoundecan